Heptadecan-9-yl 6-((6-(heptyloxy)-6-oxohexyl)(3-hydroxypropyl)amino)-hexanoate C(CCCCCC)OC(CCCCCN(CCCCCC(=O)OC(CCCCCCCC)CCCCCCCC)CCCO)=O